N1N=CC2=NC(=CC=C21)NC2CCCC=1C(=C(C(=CC21)C#N)OCCCl)Cl 8-((1H-pyrazolo[4,3-b]pyridin-5-yl)amino)-4-chloro-3-(2-chloroethoxy)-5,6,7,8-tetrahydronaphthalene-2-carbonitrile